2-Cyanoethyl (1-(9-ethyl-6,8,8-trimethyl-2-oxo-6,7,8,9-tetrahydro-2H-pyrano[3,2-g]quinoline-3-carbonyl)piperidin-4-yl) diisopropylphosphoramidite C(C)(C)N(P(OCCC#N)OC1CCN(CC1)C(=O)C1=CC=2C=C3C(CC(N(C3=CC2OC1=O)CC)(C)C)C)C(C)C